OC(=O)C(F)(F)F.C1(=CC=CC=C1)CCC(=O)O.NC1=CC=C(C=C1)/C=C/C(=O)C1=C(C(=C(C=C1)OC)OC)OC (E)-3-(4-aminophenyl)-1-(2,3,4-trimethoxyphenyl)prop-2-en-1-one 3-phenylpropionate TFA salt